Methyl 3-(3-(N-((4'-(dimethylamino)-[1,1'-biphenyl]-4-yl)methyl)cyclohexanecarboxamido)benzamido)benzoate CN(C1=CC=C(C=C1)C1=CC=C(C=C1)CN(C(=O)C1CCCCC1)C=1C=C(C(=O)NC=2C=C(C(=O)OC)C=CC2)C=CC1)C